5-bromo-2'-deoxy cytidine-5'-triphosphate P(O)(=O)(OP(=O)(O)OP(=O)(O)O)OC[C@@H]1[C@H](C[C@@H](O1)N1C(=O)N=C(N)C(=C1)Br)O